C(CCCC)C1=C(C(=C(O1)C(=O)O)C(=O)O)CCCCC dipentyl-furandicarboxylic acid